C(C)(C)(C)N(C(=O)OC1(CC1)C1CC(C1)Br)C\C=C\CN1C(=NC2=C1C(=CC(=C2)C(N)=O)OC)NC(=O)C2=CC(=NN2CC)C 1-(3-bromocyclobutyl)cyclopropan-1-ol tert-Butyl-(E)-(4-(5-carbamoyl-2-(1-ethyl-3-methyl-1H-pyrazole-5-carboxamido)-7-methoxy-1H-benzo[d]imidazol-1-yl)but-2-en-1-yl)carbamate